IC1=C(C(=C(C(=C1[2H])[2H])[2H])C1=C(C(=C(C(=C1[2H])[2H])[2H])[2H])[2H])[2H] 3-iodo-1,1'-biphenyl-2,2',3',4,4',5,5',6,6'-d9